2,4-diethyl-5-propylimidazole C(C)C=1NC(=C(N1)CC)CCC